C1(CCCC1)[C@@H](CC#N)N1N=CC(=C1)C=1C2=C(N=CN1)N(C=C2)C(C(C)C2=CC(=C(C=C2)C2=CC=CC=C2)F)=O (3R)-3-cyclopentyl-3-(4-(7-(2-(2-fluoro-[1,1'-biphenyl]-4-yl)propionyl)-7H-pyrrolo[2,3-d]pyrimidin-4-yl)-1H-pyrazol-1-yl)propionitrile